BrC=1C=C(C(=O)OC)C=C(C1N1[C@@H](CCCC1)C)[N+](=O)[O-] methyl (R)-3-bromo-4-(2-methylpiperidin-1-yl)-5-nitrobenzoate